N-acetyl-phenylsulphonamide C(C)(=O)NS(=O)(=O)C1=CC=CC=C1